N[C@@H](CO)CC1=C(C=2N=C(N=C(C2S1)NCC=1SC=CC1)Cl)OC (2R)-2-amino-3-(2-chloro-7-methoxy-4-{[(thiophen-2-yl)methyl]amino}thieno[3,2-d]pyrimidin-6-yl)propan-1-ol